pyrrolysine N[C@@H](CCCCNC([C@H]1[C@H](C)CC=N1)=O)C(=O)O